[Cu].[Co].[Zn].CC1=C(N=CN1)C dimethyl-imidazole zinc-cobalt compound with copper